N-(3-fluoro-2'-hydroxy-3'-(3-(4-methylpiperazin-1-yl)isoxazol-5-yl)-[1,1'-biphenyl]-4-yl)acetamide FC=1C=C(C=CC1NC(C)=O)C1=C(C(=CC=C1)C1=CC(=NO1)N1CCN(CC1)C)O